C(CC(CC(C)O)O)O hexane-1,3,5-triol